4-(tert-pentyl)cyclohexan-1-one O-isobutyryl oxime C(C(C)C)(=O)ON=C1CCC(CC1)C(C)(C)CC